N-(azetidin-3-yl)-4-[2-chloro-4-[[3-[3-(trifluoromethyl)-1H-pyrazol-4-yl]imidazo[1,2-a]pyrazin-8-yl]amino]benzoyl]piperazine-1-carboxamide formate C(=O)O.N1CC(C1)NC(=O)N1CCN(CC1)C(C1=C(C=C(C=C1)NC=1C=2N(C=CN1)C(=CN2)C=2C(=NNC2)C(F)(F)F)Cl)=O